N-(2-azaspiro[3.3]hept-6-ylmethyl)-3-chloro-5-fluorobenzamide C1NCC12CC(C2)CNC(C2=CC(=CC(=C2)F)Cl)=O